C(N)(=N)N1C(CCC1)C(=O)O 1-carbamimidoyl-pyrrolidine-2-carboxylic acid